NC=1N=C(SC1C(C1=CC=C(C=C1)OC(F)F)=O)N(C1=CC=C(C=C1)O)C(C(=O)N)C 2-(N-[4-amino-5-[4-(difluoromethoxy)benzoyl]thiazol-2-yl]-4-hydroxy-anilino)propanamide